terephthalylidenedicamphorsulphonic acid C(C1=CC=C(C=C1)C=C1C(C2(CCC1C2(C)C)CS(=O)(=O)O)=O)=C2C(C1(CCC2C1(C)C)CS(=O)(=O)O)=O